2-((S)-1-acryloyl-4-((R)-4-fluoro-2'-(((S)-1-methylpyrrolidin-2-yl)methoxy)-5',8'-dihydro-6'H-spiro[indene-1,7'-quinazolin]-4'-yl)piperazin-2-yl)acetonitrile C(C=C)(=O)N1[C@H](CN(CC1)C1=NC(=NC=2C[C@]3(CCC12)C=CC1=C(C=CC=C13)F)OC[C@H]1N(CCC1)C)CC#N